ethyl bicyclo[2.2.2]oct-2-ene-2-carboxylate C12C(=CC(CC1)CC2)C(=O)OCC